FC1=CC=C2C(C3(CC3)COC2=C1)=COC 7-fluoro-4-(methoxymethylene)spiro[chromane-3,1'-cyclopropane]